C(#N)CC1(CC1)NC1=C(C(=O)O)C=C(C=C1)C(F)(F)F 2-((1-(cyanomethyl)cyclopropyl)amino)-5-(trifluoromethyl)benzoic acid